tert-butyl ((1S)-(7-((1R)-cyclopropyl((3-(1,3-dioxoisoindolin-2-yl)-4,4,4-trifluorobutyl)amino)methyl)imidazo[1,2-b]pyridazin-2-yl)(4,4-difluorocyclohexyl)methyl)carbamate C1(CC1)[C@H](C1=CC=2N(N=C1)C=C(N2)[C@H](C2CCC(CC2)(F)F)NC(OC(C)(C)C)=O)NCCC(C(F)(F)F)N2C(C1=CC=CC=C1C2=O)=O